(2-isopropylaminobutyryl)-8-benzyloxy-quinolone C(C)(C)NC(C(=O)C=1C(NC2=C(C=CC=C2C1)OCC1=CC=CC=C1)=O)CC